5-fluoropyridin-2-yl-methanesulfonamide FC=1C=CC(=NC1)CS(=O)(=O)N